4-{N,N-di[4-(6-chlorohexyl)phenyl]amino}phenylboronic acid pinacol ester ClCCCCCCC1=CC=C(C=C1)N(C1=CC=C(C=C1)CCCCCCCl)C1=CC=C(C=C1)B1OC(C)(C)C(C)(C)O1